C1(CC1)COC1CN(C1)[C@H]1[C@@H](CCCC1)OC=1C=C2CN(C(C2=CC1)=O)C1C(NC(CC1)=O)=O 3-(5-(((1R,2R)-2-(3-(cyclopropylmethoxy)azetidin-1-yl)cyclohexyl)oxy)-1-oxoisoindolin-2-yl)piperidine-2,6-dione